N1N=[SiH]C=C1 1,2,3-diazasilole